[Ti].[Ni]=S nickel sulfide titanium